N1CCC(CC1)N1C(NC2=NC=C(C=C21)[C@@H]2COCC2)=O |r| (rac)-1-(4-piperidyl)-6-tetrahydrofuran-3-yl-3H-imidazo[4,5-b]pyridin-2-one